tert-butyl N-[5-[[2-[(2S,5R)-2-[4-(hydroxymethyl)phenyl]-5-methyl-1-piperidyl]-2-oxo-acetyl]amino]-3-methyl-2-pyridyl]carbamate OCC1=CC=C(C=C1)[C@H]1N(C[C@@H](CC1)C)C(C(=O)NC=1C=C(C(=NC1)NC(OC(C)(C)C)=O)C)=O